5-fluoro-2-methyl-4-nitro-aniline FC=1C(=CC(=C(N)C1)C)[N+](=O)[O-]